NC=1C=C(C=CC1)C=1C2(CCC(C2CC1CCCCCC)O)C(=C)C1=CC=CC=C1 (Exo)-4-(3-aminophenyl)-5-hexyl-3a-(1-phenylvinyl)-1,2,3,3a,6,6a-hexahydropentalen-1-ol